C1CCC2=C(C=CC=C12)C1CCC=2C(NC=NC2C1)=O 7-indan-4-yl-5,6,7,8-tetrahydro-3H-quinazolin-4-one